Cl.Cl.CC1(CN(C2=C1C=NC(=C2)C2=CSC=C2)C(CN2[C@H](CN[C@@H](C2)C)COC)=O)C 1-[3,3-Dimethyl-6-(thiophen-3-yl)-1H,2H,3H-pyrrolo[3,2-c]pyridin-1-yl]-2-[(2R,5R)-2-(methoxymethyl)-5-methylpiperazin-1-yl]ethan-1-one dihydrochloride